(R)-4-((2-chloro-5-(1-(difluoromethyl)-1H-pyrazol-3-yl)pyridin-4-yl)amino)butan-2-ol ClC1=NC=C(C(=C1)NCC[C@@H](C)O)C1=NN(C=C1)C(F)F